N-(2-fluoro-5-(hydroxymethyl)-3-(1-methyl-1H-pyrazol-4-yl)phenyl)-7-hydroxy-3-isobutyryl-indolizine-1-carboxamide FC1=C(C=C(C=C1C=1C=NN(C1)C)CO)NC(=O)C=1C=C(N2C=CC(=CC12)O)C(C(C)C)=O